CC1=C(C(=CC=C1)C)\C(\CC1=C(C(=C(C1)C)C)C)=N/C1=CC=C(C=C1)OC (Z)-1-(2,6-dimethylphenyl)-N-(4-methoxyphenyl)-2-(2,3,4-trimethylcyclopenta-1,3-dien-1-yl)ethan-1-imine